BrC1=CC=C(S1)C1C(C1)NCC1(CCN(CC1)C(=O)OCC1CCNCC1)F piperidin-4-ylmethyl 4-(((2-(5-bromothien-2-yl) cyclopropyl) amino) methyl)-4-fluoropiperidine-1-carboxylate